C(C)(C)C1=C(NC2=C1N=C(S2)N2[C@@H](CN(CC2)CC(C)(O)C)C)C=2C=C(C=1N(C2)N=CN1)C (R)-1-(4-(6-isopropyl-5-(8-methyl-[1,2,4]triazolo[1,5-a]pyridin-6-yl)-4H-pyrrolo[3,2-d]thiazol-2-yl)-3-methylpiperazin-1-yl)-2-methylpropan-2-ol